ClC=1C=C(OC2=NC=C(C=N2)C2=CN=CC(=N2)N[C@H]2[C@@H](N(C2)C(C=C)=O)C)C=CC1 1-[(2S,3R)-3-[[6-[2-(3-chlorophenoxy)pyrimidin-5-yl]pyrazin-2-yl]amino]-2-methyl-azetidin-1-yl]prop-2-en-1-one